N1C=CC2=CC=C(C=C12)CNC1=NC2=CC(=CC=C2N=C1)OC N-[(1H-indol-6-yl)methyl]-7-methoxyquinoxalin-2-amine